(3,4-dibenzyloxy phenyl)-3-oxopropionate C(C1=CC=CC=C1)OC=1C=C(C=CC1OCC1=CC=CC=C1)OC(CC=O)=O